SON=C1C2(CCC(C1)C2(C)C)C camphor sulfanyl oxime